OCC#CC1=CC=CC(=N1)C1=C(C=CC(=C1)C)S(=O)(=O)N1[C@@H](CCC1)C(=O)OC(C)(C)C tert-Butyl ((2-(6-(3-hydroxyprop-1-yn-1-yl)pyridin-2-yl)-4-methylphenyl)sulfonyl)-L-prolinate